6-amino-1-benzylquinoxalin-2-one NC=1C=C2N=CC(N(C2=CC1)CC1=CC=CC=C1)=O